N-((3S,4S)-1-(5-(3-cyano-6-methoxypyrazolo[1,5-a]pyridin-4-yl)pyridin-2-yl)-3-hydroxypiperidin-4-yl)-2,3-dimethylbutanamide C(#N)C=1C=NN2C1C(=CC(=C2)OC)C=2C=CC(=NC2)N2C[C@@H]([C@H](CC2)NC(C(C(C)C)C)=O)O